2-cyclopropen-1-one C1(C=C1)=O